4-(((4-(tert-Butoxycarbonyl)-2-cyclopropyl-5-fluorobenzyl)oxy)methyl)-4-fluoropiperidine-1-carboxylic acid tert-butyl ester C(C)(C)(C)OC(=O)N1CCC(CC1)(F)COCC1=C(C=C(C(=C1)F)C(=O)OC(C)(C)C)C1CC1